C(C)[Si](OC1=CCC2=CC(=CC=C12)C(F)(F)F)(CC)CC triethyl((6-(trifluoromethyl)-1H-inden-3-yl)oxy)silane